(R)-1-(2-Benzyl-4-(3-(2,4-difluoro-3-hydroxy-5-(trifluoromethyl)phenyl)-1-methyl-1H-pyrazolo[3,4-d]pyrimidin-6-yl)piperazin-1-yl)ethan-1-one C(C1=CC=CC=C1)[C@H]1N(CCN(C1)C1=NC=C2C(=N1)N(N=C2C2=C(C(=C(C(=C2)C(F)(F)F)F)O)F)C)C(C)=O